C(C)OC(=O)C1=NN(C=C(C1=O)C1=NC=C(C=C1)F)C(C)C 5-(5-Fluoropyridin-2-yl)-1-isopropyl-4-oxo-1,4-dihydropyridazine-3-carboxylic acid ethyl ester